[N+](=O)([O-])C=1C=C(C=CC1)C1=C(C=C(N1)C1=CC=C(C=C1)C(F)(F)F)C=O (5-(3-nitrophenyl)-2-(4-(trifluoromethyl)phenyl)Azol-4-yl)methanone